N~1~,N~1~,2,2-tetramethyl-1,3-propanediamine CN(CC(CN)(C)C)C